(S)-11-fluoro-N-hydroxy-1,3,4,6,7,11b-hexahydro-2H-pyrido[2,1-a]isoquinoline-9-carboxamide FC=1C=C(C=C2CCN3[C@H](C12)CCCC3)C(=O)NO